dipropyl-ammonium formate C(=O)[O-].C(CC)[NH2+]CCC